4-(3,4-difluorobenzoyl)-1H-pyrrole-2-carboxylic acid FC=1C=C(C(=O)C=2C=C(NC2)C(=O)O)C=CC1F